oxypropylene-2,4-bis(α,α-dimethylbenzyl)phenyl ether O1CC(C)C=2C(=C(C=CC2C(C2=CC=CC=C2)(C)C)O1)C(C1=CC=CC=C1)(C)C